CN(CC=CC(=O)N1C=CC=2C1=NC=C(C2)C=2C=C(C=CC2)C(C(=O)NC=2SC(=CN2)CC)C)C 2-(3-(1-(4-(dimethylamino)but-2-enoyl)-1H-pyrrolo[2,3-b]pyridin-5-yl)phenyl)-N-(5-ethylthiazol-2-yl)propionamide